C(C)(C)(C)OC(=O)N1CC=2C(C[C@H]1C)=NNC2C(=O)NN (R)-3-(hydrazinocarbonyl)-6-methyl-6,7-dihydro-2H-pyrazolo[4,3-c]Pyridine-5(4H)-carboxylic acid tert-butyl ester